COC=1C(C(=C(NC1C)C=1C(=NC2=CC=CC=C2C1)N1C[C@@H](CCC1)C)C(=O)OCC)=O ethyl 5-methoxy-6-methyl-2-[2-[(3R)-3-methyl-1-piperidinyl]-3-quinolinyl]-4-oxo-1H-pyridine-3-carboxylate